ethyl N-((benzyloxy)carbonyl)-S-(3-isopropyl-6-methylcyclohex-2-en-1-yl)cysteinate C(C1=CC=CC=C1)OC(=O)N[C@@H](CSC1C=C(CCC1C)C(C)C)C(=O)OCC